C(#N)C(C(=O)NC=1C=CC=C2C(=NNC12)C1=CC(=NC=C1)NC(=O)C1CC1)=C(C)C N-(4-(7-(2-cyano-3-methylbut-2-enamido)-1H-indazol-3-yl)pyridin-2-yl)cyclopropanecarboxamide